C(C)(C)(C)OC(=O)N1CCC2=C(CC1)C=C(C=C2)CO 7-(hydroxymethyl)-1,2,4,5-tetrahydro-3H-benzo[d]azepine-3-carboxylic acid tert-butyl ester